tert-butyl (R)-3-(3-(N-methylisobutyramido)benzamido)pyrrolidine-1-carboxylate CN(C(C(C)C)=O)C=1C=C(C(=O)N[C@H]2CN(CC2)C(=O)OC(C)(C)C)C=CC1